6-(3-chlorobenzyl)-3-hexyl-6H-imidazo[1',2':1,6]pyrido[3,4-b]indole ClC=1C=C(CN2C=3C(C=4C=CC=CC24)=CC=2N(C3)C(=CN2)CCCCCC)C=CC1